N[C@@H](C(=O)NC1=CC=C(C(=O)OCC)C=C1)C ethyl (R)-4-(2-aminopropanamido)benzoate